ClC(C(C1=CC=CC=C1)=O)Br chlorobenzoyl-methyl bromide